Calcium sulfat Hydrat O.S(=O)(=O)([O-])[O-].[Ca+2]